tert-butyl 1'-(4-amino-2-fluorophenyl)-4-hydroxy-[1,4'-bipiperidine]-4-carboxylate NC1=CC(=C(C=C1)N1CCC(CC1)N1CCC(CC1)(C(=O)OC(C)(C)C)O)F